1-(2-pyridyl)-6,8-difluoro-1,4-dihydro-7-(3-hydroxypyrrolidinyl)-4-oxo-3-quinolinecarboxylic acid N1=C(C=CC=C1)N1C=C(C(C2=CC(=C(C(=C12)F)N1CC(CC1)O)F)=O)C(=O)O